BrC1=NN(C=N1)CCN 3-bromo-1-(2-amino-ethan-1-yl)[1,2,4]triazole